bis(hydroxyethyl)hydrazine OCCNNCCO